FC=1C=CC=C2[C@H](N3C(C12)=CN=C3)C3C(COCC3)O 4-((R)-9-fluoro-5H-imidazo[5,1-a]isoindol-5-yl)tetrahydro-2H-pyran-3-ol